3-((5-chloro-1H-indol-2-yl)methyl)-1-((R)-1-((S)-2-hydroxypropanoyl)piperidin-3-yl)-1-methylurea ClC=1C=C2C=C(NC2=CC1)CNC(N(C)[C@H]1CN(CCC1)C([C@H](C)O)=O)=O